NC1=NC(N(C=C1F)[C@@H]1CS[C@@H](O1)CO[SiH](C)C(C)(C)C)=O 4-amino-1-((2R,5S)-2-(((tert-butylmethylsilyl)oxy)methyl)-1,3-oxathiolan-5-yl)-5-fluoropyrimidin-2(1H)-one